3-(3-fluoro-5-methyl-4-(3-(1-methyl-1H-pyrazol-4-yl)-1H-pyrazolo[3,4-c]pyridin-5-yl)benzylamino)cyclobutanol FC=1C=C(CNC2CC(C2)O)C=C(C1C=1C=C2C(=CN1)NN=C2C=2C=NN(C2)C)C